ClC(C1=NC(=NO1)C1=CC=2N(C=C1)C=C(N2)CN=S(=O)(CC=2N=CN(C2)C)C)(F)F (((7-(5-(chlorodifluoromethyl)-1,2,4-oxadiazol-3-yl)imidazo[1,2-a]pyridin-2-yl)methyl)imino)(methyl)((1-methyl-1H-imidazol-4-yl)methyl)-λ6-sulfanone